3-amino-2-fluoro-3'-methyl-2'-(trifluoromethyl)-[1,1'-biphenyl] NC=1C(=C(C=CC1)C1=C(C(=CC=C1)C)C(F)(F)F)F